N-dodecyl-1,4-butanediamine C(CCCCCCCCCCC)NCCCCN